N-(2,5-Dichloro-4-pyridyl)benzenecarbothioamide ClC1=NC=C(C(=C1)NC(=S)C1=CC=CC=C1)Cl